(3-(2,6-difluorophenyl)-6-oxopiperidin-3-yl)acetic acid tert-butyl ester C(C)(C)(C)OC(CC1(CNC(CC1)=O)C1=C(C=CC=C1F)F)=O